N1CCC(CC1)C(=O)OCC Ethyl 4-piperidinecarboxylate